NC1=C(C(=NC=N1)OC1=C(C=C(C=C1)C1=NN(C(=C1C(=O)N)C(F)(F)F)C=1C=NC=NC1)F)Cl [4-(6-amino-5-chloro-pyrimidin-4-yl)oxy-3-fluoro-phenyl]-1-pyrimidin-5-yl-5-(trifluoromethyl)pyrazole-4-carboxamide